FC1=CC=C(C=C1)NC(C1=C(N=CC=C1)NCC1=CC=NC=C1)=O N-(4-fluorophenyl)-2-((pyridin-4-ylmethyl)amino)nicotinamide